N[C@H](CCCN1CCCCC1)C=1C(=NC=CC1)N 3-[(1R)-1-amino-4-(piperidin-1-yl)butyl]pyridin-2-amine